(R)-N5-(6-aminospiro[3.3]heptan-2-yl)-N3-methyl-2-oxo-1-(1-phenylethyl)-1,2-dihydropyridine-3,5-dicarboxamide NC1CC2(CC(C2)NC(=O)C=2C=C(C(N(C2)[C@H](C)C2=CC=CC=C2)=O)C(=O)NC)C1